methyl 2-(3,8-diazabicyclo[3.2.1]octan-3-yl)-7-(thiazol-2-yl)benzo[d]oxazole-4-carboxylate C12CN(CC(CC1)N2)C=2OC=1C(N2)=C(C=CC1C=1SC=CN1)C(=O)OC